FC=1C=2N(C=C(C1)NC(=O)C1=NC=CN=C1)C=C(N2)C N-(8-fluoro-2-methylimidazo[1,2-a]pyridin-6-yl)pyrazine-2-carboxamide